(2R,3S,5R)-5-(4-amino-2-chloro-7H-pyrrolo[2,3-d]pyrimidin-7-yl)-2-((2-(4-chlorophenyl)acetoxy)methyl)-2-ethynyltetrahydrofuran-3-yl 2-(4-chlorophenyl)acetate ClC1=CC=C(C=C1)CC(=O)O[C@@H]1[C@@](O[C@H](C1)N1C=CC2=C1N=C(N=C2N)Cl)(C#C)COC(CC2=CC=C(C=C2)Cl)=O